(R)-5-amino-6-bromo-3-(3-((tert-butoxycarbonyl)amino)-3H-spiro[benzofuran-2,4'-piperidin]-1'-yl)pyrazine-2-carboxylic acid methyl ester COC(=O)C1=NC(=C(N=C1N1CCC2(CC1)OC1=C([C@H]2NC(=O)OC(C)(C)C)C=CC=C1)N)Br